NC1=C(C(NC2=C(C=CC=C12)C1=C(C=CC(=C1)OCC1=NC=C(C=C1)C)F)=O)C(=O)NCCC 4-amino-8-[2-fluoro-5-[(5-methyl-2-pyridinyl)methoxy]phenyl]-2-oxo-N-propyl-1H-quinoline-3-carboxamide